NC1CC(C1)OC1=CC=C(C=C1)C(C)(C)C1=CC=C(OCC2=NC(=NC=C2)N2C[C@H](N([C@H](C2)C)C(=O)OC(C)(C)C)C)C=C1 tert-butyl (2R,6S)-4-(4-((4-(2-(4-((1s,3s)-3-aminocyclobutyloxy)phenyl)propan-2-yl)phenoxy)methyl)pyrimidin-2-yl)-2,6-dimethylpiperazin-1-carboxylate